S1C=CC2=C1C=CC=C2 benzo[1,2-d]thiophene